18-hydroxyoctadec-9,12-dienoic acid OCCCCCC=CCC=CCCCCCCCC(=O)O